(6R)-6-[[tert-butyl(dimethyl)silyl]oxymethyl]-5,6,7,8-tetrahydroquinolin-2-amine [Si](C)(C)(C(C)(C)C)OC[C@H]1CC=2C=CC(=NC2CC1)N